magnesium borate B([O-])([O-])[O-].[Mg+2].B([O-])([O-])[O-].[Mg+2].[Mg+2]